2-AMINO-2-METHYLPROPANOATE NC(C(=O)[O-])(C)C